FC(C=1N=C2N(N=C(C(=C2C)C)N2CC=3C=C(C=NC3CC2)C=2C=NC=C(C2)C(F)(F)F)C(C1)=O)F 2-(difluoromethyl)-8,9-dimethyl-7-(3-(5-(trifluoromethyl)pyridin-3-yl)-7,8-dihydro-1,6-naphthyridin-6(5H)-yl)-4H-pyrimido[1,2-b]pyridazin-4-one